COC(CN(NCC)NCC)=O N,N-diethylaminoglycine methyl ester